FC(C(=O)O)(F)F.C1(CC1)C1=C(C(=NO1)C1=C(C=CC=C1Cl)Cl)COC1C2C(NC(C1)C2)C 5-[[5-cyclopropyl-3-(2,6-dichlorophenyl)-1,2-oxazol-4-yl]methoxy]-3-methyl-2-azabicyclo[2.2.1]heptane trifluoroacetic acid salt